Cl.CCCCCC hexane hydrochloride salt